CC(C)(C#C)OC(\C=C/C(=O)OC(C)(C#C)C)=O maleic acid bis(2-methylbutan-3-yn-2-yl) ester